5-Fluoro-6-(2-methoxyethoxy)-3-(3-{4-[3-(2-methylpyrimidin-4-yl)azetidine-1-carbonyl]phenyl}-1,2-oxazol-5-yl)-1H-indazole FC=1C=C2C(=NNC2=CC1OCCOC)C1=CC(=NO1)C1=CC=C(C=C1)C(=O)N1CC(C1)C1=NC(=NC=C1)C